methyl 3-(3-(3-(6-carbamoylimidazo[1,2-a]pyridine-3-carboxamido)-5-fluoro-4-methylphenyl)-1,2,4-oxadiazol-5-yl)azetidine-1-carboxylate C(N)(=O)C=1C=CC=2N(C1)C(=CN2)C(=O)NC=2C=C(C=C(C2C)F)C2=NOC(=N2)C2CN(C2)C(=O)OC